ClC1=NC=CC(=N1)C(C(=O)OC)(CC)F methyl 2-(2-chloropyrimidin-4-yl)-2-fluorobutanoate